NC=1C=C(N=NC1)C1=C2C=CC(=CC2=CC=C1)C(=O)O 5-(5-aminopyridazin-3-yl)-2-naphthoic acid